2,5-Dibromo-1-(2-bromoethoxy)-3-fluorobenzene BrC1=C(C=C(C=C1F)Br)OCCBr